COC1=CC=C(C=C1)NC1=NC=CC=C1N 2-(4-methoxyphenyl)amino-3-aminopyridine